ClC1=NC=C(C(=O)NC2=NC(=CC=C2)OC)C(=C1)OC 6-chloro-4-methoxy-N-(6-methoxypyridin-2-yl)nicotinamide